C=C1C(NC(C(N1)=O)=CC=1N=CNC1C(C)(C)C)=O methylene-6-((5-tert-butyl-1H-imidazol-4-yl)methylene)piperazine-2,5-dione